3,5,5-trimethyl-1-isocyanato-3-isocyanatomethyl-cyclohexane CC1(CC(CC(C1)(C)C)N=C=O)CN=C=O